(1E,1'E,1''E)-cyclopropane C1CC1